5-[4-[[[(3S)-1-acetyl-3-piperidinyl]amino]methyl]-2-fluoro-6-hydroxy-phenyl]-1,1-dioxo-1,2,5-thiadiazolidin-3-one C(C)(=O)N1C[C@H](CCC1)NCC1=CC(=C(C(=C1)O)N1CC(NS1(=O)=O)=O)F